COC(C1=C(C=C(C(=C1)C(SC)=N)C1CCC1)C)=O 4-cyclobutyl-5-(imino(methylthio)methyl)-2-methylbenzoic acid methyl ester